1,2,3-indantrione monohydrate O.C1(C(C(C2=CC=CC=C12)=O)=O)=O